ClC=1C(=C(CNC(CN(C(CN2N=C(C3=CC=CC=C23)C(=O)N)=O)C2CCNCC2)=O)C=CC1)F 1-(2-((2-((3-chloro-2-fluorobenzyl)amino)-2-oxoethyl)(piperidin-4-yl)amino)-2-oxoethyl)-1H-indazole-3-carboxamide